nonane-1,1-diol C(CCCCCCCC)(O)O